COC(CNC(=O)C1=NC=C(C=C1O)O)=O [(3,5-dihydroxy-pyridine-2-carbonyl)-amino]acetic acid methyl ester